CN1CCCC1=O methyl-2-pyrrolidinone